ClC1=CC2=C(C(=N1)OCC)C=NN2C2=CC(=CC=C2)OC 6-chloro-4-ethoxy-1-(3-methoxyphenyl)-1H-pyrazolo[4,3-c]pyridine